[Si](C)(C)(C(C)(C)C)O[C@H](C(=O)OCC)C (S)-ethyl 2-((tert-butyldimethylsilyl)oxy)propionate